O-(1H-benzotriazol-1-yl)-tetramethyluronium Hexafluorophosphate F[P-](F)(F)(F)(F)F.N1(N=NC2=C1C=CC=C2)OC(=[N+](C)C)N(C)C